C1(=CC=CC=C1)C(C1=CC=CC=C1)=NC=1C=NC=C2C=CC(=NC12)C(C(=O)OC(C)(C)C)C(=O)OC(C)(C)C di-tert-butyl 2-(8-((diphenylmethylene)amino)-1,6-naphthyridin-2-yl)malonate